γ-ethyl-γ-butyl-5-valerolactone C(C)C1(CCC(=O)OC1)CCCC